7-bromo-4-fluoroindoline BrC=1C=CC(=C2CCNC12)F